stearic acid stearic anhydride C(CCCCCCCCCCCCCCCCC)(=O)OC(CCCCCCCCCCCCCCCCC)=O